(Phenylnaphthyl)(biphenylyl)indolocarbazole C1(=CC=CC=C1)C1=C(C2=CC=CC=C2C=C1)C=1C(=C2C(=CC1)N=C1C=CC3=C4C=CC=CC4=NC3=C12)C1=C(C=CC=C1)C1=CC=CC=C1